3-fluoro-4-(((1-methylcyclopropyl)sulfonyl)carbamoyl)-5-(trifluoromethyl)benzoic acid FC=1C=C(C(=O)O)C=C(C1C(NS(=O)(=O)C1(CC1)C)=O)C(F)(F)F